2-(perfluorobutyl)-4-phenylquinoline FC(C(C(C(F)(F)F)(F)F)(F)F)(C1=NC2=CC=CC=C2C(=C1)C1=CC=CC=C1)F